1,3,5-trifluoro-2-methoxybenzene FC1=C(C(=CC(=C1)F)F)OC